4-(1-oxoisoindolin-4-yl)piperazin O=C1NCC2=C(C=CC=C12)N1CCNCC1